5-(trifluoromethylsulfanyl)pyridine-3-thiol FC(F)(F)SC=1C=C(C=NC1)S